C(C1=CC=CC=C1)(=O)OOC(C)(C)CC tertiary amyl peroxybenzoate